ClC1=NN(C2=NC(=NC=C21)Cl)CCCOC2=NN(C(=C2[N+](=O)[O-])C)[C@H]2COCCC2 |r| (±)-3,6-Dichloro-1-(3-((5-methyl-4-nitro-1-(tetrahydro-2H-pyran-3-yl)-1H-pyrazol-3-yl)oxy)propyl)-1H-pyrazolo[3,4-d]pyrimidine